NC1=CC=C(OCCCCO)C=C1 4-(4-Aminophenoxy)-1-butanol